7-(4-(1H-pyrazol-1-yl)benzyl)-8-((2-hydroxyethyl)amino)-1,3-dimethyl-3,7-dihydro-1H-purine-2,6-dione N1(N=CC=C1)C1=CC=C(CN2C(=NC=3N(C(N(C(C23)=O)C)=O)C)NCCO)C=C1